CC=1C=CC=2N(C1)C(=CN2)C(=O)O 6-methylimidazo[1,2-a]pyridine-3-carboxylic acid